2,6-dimethylpiperidinylacetic acid succinimidyl ester C1(CCC(N1OC(CN1C(CCCC1C)C)=O)=O)=O